3,3-diaminobenzidine carbon tetrachloride C(Cl)(Cl)(Cl)Cl.NC1(CC(=CC=C1N)C1=CC=C(N)C=C1)N